5-[(2-chlorobenzyl)methylamino]-2-pyridin-2-yl-4,5,6,7-tetrahydro-2H-indazol-3-ol ClC1=C(CN(C2CC3=C(N(N=C3CC2)C2=NC=CC=C2)O)C)C=CC=C1